ClC1=C(OC2=CC=CC3=C2NC(=NS3(=O)=O)NCC3=CC(=C(C=C3)OC)OC)C=CC=C1 5-(2-chlorophenoxy)-3-((3,4-dimethoxybenzyl)amino)-4H-benzo[e][1,2,4]thiadiazine 1,1-dioxide